(1R,4R,6S)-6-(4-bromophenyl)-3-oxo-2-azabicyclo[2.2.1]Heptane-2-carboxylic acid BrC1=CC=C(C=C1)[C@@H]1C[C@H]2C(N([C@@H]1C2)C(=O)O)=O